4-(4-(4-((2,6-dioxopiperidin-3-yl)amino)-2-fluorophenyl)piperazin-1-yl)butanal O=C1NC(CCC1NC1=CC(=C(C=C1)N1CCN(CC1)CCCC=O)F)=O